C(C=C)(=O)OCCCCCCOC1=CC=C(C=C1)OC(C1=CC=C(C=C1)OC)=O 4-Methoxybenzoic acid 4-(6-acryloyloxyhexyloxy)phenyl ester